2-amino-2-methyl-N-(2-(pyrrolidin-1-yl)ethyl)propanamide di((Z)-non-2-en-1-yl)9-((4-(dimethylamino)butanoyl)oxy)heptadecanedioate C(\C=C/CCCCCC)OC(CCCCCCCC(CCCCCCCC(=O)OC\C=C/CCCCCC)OC(CCCN(C)C)=O)=O.NC(C(=O)NCCN1CCCC1)(C)C